O=C1C2=CC=CC=C2C(C=2C=CC=C(C12)NCCOC(C(=C)C)=O)=O.NC=1C2=C(N=CN1)N(C=C2C2=C(C=C(C=C2)NC(CC2=CC=C(C=C2)OC)=O)C)C N-(4-(4-amino-7-methyl-7H-pyrrolo[2,3-d]pyrimidin-5-yl)-3-methylphenyl)-2-(4-methoxyphenyl)acetamide 2-((9,10-dioxo-9,10-dihydroanthracen-1-yl)amino)ethyl-methacrylate